1-benzyl-2-ethyl-(5S)-5-(methoxymethyl)-3-oxopyrrolidine C(C1=CC=CC=C1)N1C(C(C[C@H]1COC)=O)CC